ClC=1C=CC=C2C(=NC(=NC12)C1=CC=C(C=C1)OCCO)C(=O)O 8-chloro-2-(4-(2-hydroxyethoxy)phenyl)quinazoline-4-carboxylic acid